C[C@]1(CC[C@@H]2[C@H]3CC[C@@]4(C(CC[C@H]4[C@@H]3CC[C@@H]2C1)=C)C)O (3R,5R,8R,9R,10S,13S,14S)-3,13-dimethyl-17-methylene-1,2,4,5,6,7,8,9,10,11,12,14,15,16-tetradecahydrocyclopenta[a]phenanthren-3-ol